C[C@@H]1C[C@@H]([C@@]2([C@@H]([C@@]1(C)[C@@H]3C[C@H]4C=CO[C@H]4O3)CC[C@@H]([C@]25CO5)OC(=O)C)COC(=O)C)OC(=O)C The molecule is a diterpenoid isolated from the aerial parts of Ajuga bracteosa. It has a role as a plant metabolite. It is a furofuran, an acetate ester, a diterpenoid, a spiro-epoxide and a cyclic acetal.